FC1(CCC(CC1)CN1C=CC=2C(=NC(=CC21)NC=2SC(=CN2)C)C=2CCN(CC2)C(C=C)=O)F 1-(4-(1-((4,4-difluorocyclohexyl)methyl)-6-((5-methylthiazol-2-yl)amino)-1H-pyrrolo[3,2-c]pyridin-4-yl)-3,6-dihydropyridin-1(2H)-yl)prop-2-en-1-one